4-(3-((3-methoxybenzyl)(3-morpholinobenzyl)amino)benzyl)piperazin-2-one COC=1C=C(CN(C=2C=C(CN3CC(NCC3)=O)C=CC2)CC2=CC(=CC=C2)N2CCOCC2)C=CC1